2,6-diazabicyclo[3.2.1]Octane C12NCCC(NC1)C2